2-[1-(2,2-difluoroethyl)-1H-pyrazolo[3,4-b]pyrazin-6-yl]-8-[4-(trifluoromethyl)pyridin-2-yl]-2,8-diazaspiro[4.5]decan-1-one FC(CN1N=CC=2C1=NC(=CN2)N2C(C1(CC2)CCN(CC1)C1=NC=CC(=C1)C(F)(F)F)=O)F